(3S,4r,5R)-1-((4-phenylcyclohexyl)methyl)piperidine-3,4,5-triol C1(=CC=CC=C1)C1CCC(CC1)CN1C[C@@H](C([C@@H](C1)O)O)O